6-(2,2-difluoropropoxy)-1-methyl-4-[4-(5-methyl-1,3-benzoxazol-2-yl)piperidin-1-yl]-2-oxo-1,2-dihydroquinoline-3-carbonitrile FC(COC=1C=C2C(=C(C(N(C2=CC1)C)=O)C#N)N1CCC(CC1)C=1OC2=C(N1)C=C(C=C2)C)(C)F